NC1=C(C=C2C(C=C(OC2=C1[N+](=O)[O-])C1=NC=CC=C1)=O)F 7-amino-6-fluoro-8-nitro-2-(pyridin-2-yl)-4H-chromen-4-one